3-chloro-3'-(2-chloropyridin-4-yl)-5'-fluoro-2'-methoxy-[1,1'-biphenyl] ClC=1C=C(C=CC1)C1=C(C(=CC(=C1)F)C1=CC(=NC=C1)Cl)OC